ClC=1C=C(C=CC1F)NC(N([C@H]1CCCC=2NC(C3=CC=CC=C3C12)=O)C)=O (S)-3-(3-chloro-4-fluorophenyl)-1-methyl-1-(6-oxo-1,2,3,4,5,6-hexahydrophenanthridin-1-yl)urea